2-methylenedodecanoic acid chloride C=C(C(=O)Cl)CCCCCCCCCC